CC([C@@H](C(=O)OCC)N1N=NC2=C1CCC1=CC(=CC=C12)C=C)C ethyl (S)-3-methyl-2-(7-vinyl-4,5-dihydro-3H-naphtho[1,2-d][1,2,3]triazol-3-yl)butanoate